C(CCC)C1=CC=C(C=C1)C=1N(C2=CC=CC=C2C1)C=1OC=C2C=CC=CC12 3-(2-(4-butyl-phenyl)-1H-indole-1-yl)isobenzofuran